C(C=C)(=O)NC=1C=C(C=CC1)C1=CC2=C(C=N1)C=CN2C(=O)OC(C)(C)C tert-butyl 6-[3-(prop-2-enoylamino)phenyl]pyrrolo[3,2-c]pyridine-1-carboxylate